(5R,5aR,8aR,9R)-8-oxo-9-(3,4,5-trimethoxyphenyl)-5,5a,6,8,8a,9-hexahydrofuro[3',4':6,7]naphtho[2,3-d][1,3]dioxol-5-yl 2-(4-aminophenyl)acetate NC1=CC=C(C=C1)CC(=O)O[C@H]1C2=CC3=C(OCO3)C=C2[C@H]([C@@H]2[C@@H]1COC2=O)C2=CC(=C(C(=C2)OC)OC)OC